5-[4-cyclopropyl-3-(trifluoromethyl)phenyl]-1,3,4-oxadiazol-2-ol C1(CC1)C1=C(C=C(C=C1)C1=NN=C(O1)O)C(F)(F)F